2-chloro-4-(9-phenyl-9H-carbazol-3-yl)aniline ClC1=C(N)C=CC(=C1)C=1C=CC=2N(C3=CC=CC=C3C2C1)C1=CC=CC=C1